N-[3-(6-amino-9H-purin-8-yl)-2,4-difluorophenyl]-5-chloro-2-methoxypyridine-3-sulfonamide NC1=C2N=C(NC2=NC=N1)C=1C(=C(C=CC1F)NS(=O)(=O)C=1C(=NC=C(C1)Cl)OC)F